S1C=CC=2NC([C@@H]3[C@@H](C21)CNC3)=O (5aR,8aR)-4,5a,6,7,8,8a-Hexahydro-5H-pyrrolo[3,4-d]thieno[3,2-b]pyridin-5-one